tricyclohexyl-3,6-dimethoxy-[1,1'-biphenyl] C1(CCCCC1)C=1C(=C(C(=C(C1OC)C1=CC=CC=C1)C1CCCCC1)OC)C1CCCCC1